rac-(R)-6-chloro-7-(2-(((3-chloropyridin-2-yl)oxy)methyl)pyrrolidin-1-yl)-1-(1-methyl-1H-pyrazol-4-yl)-4-oxo-1,4-dihydro-1,8-naphthyridine-3-carboxylic acid ClC=1C=C2C(C(=CN(C2=NC1N1[C@H](CCC1)COC1=NC=CC=C1Cl)C=1C=NN(C1)C)C(=O)O)=O |r|